FC(CC(C(F)(F)OC(C(CC(F)F)(F)F)(F)F)(F)F)F 2-difluoroethyl-1,1,2,2-tetrafluoroethyl ether